CN[C@@H](CC(N)=O)C(=O)O L-N-methyl-asparagine